F[P-](F)(F)(F)(F)F.N1(N=NC2=C1C=CC=C2)O[P+](N2CCCC2)(N2CCCC2)N2CCCC2 Benzotriazole-1-yl-oxy-tris-pyrrolidino-phosphonium hexafluorophosphate